sodium (bromo) ethyl-sulfonate tert-Butyl-4-((4-methoxypyridin-3-yl)amino)piperidine-1-carboxylate C(C)(C)(C)OC(=O)N1CCC(CC1)NC=1C=NC=CC1OC.C(C)S(=O)(=O)OBr.[Na]